CON(C(=O)C1=CC=NS1)C N-methoxy-N-methylisothiazole-5-carboxamide